6-chloro-N-(4-chloro-2,5-difluoro-phenyl)pyrido[3,2-d]pyrimidin-4-amine ClC=1C=CC=2N=CN=C(C2N1)NC1=C(C=C(C(=C1)F)Cl)F